C(C)(C)(C)C=1C=C(C=C(C1)N(C1=CC(=CC=C1)Cl)C1=C(C=CC=C1)C1=CC(=CC=C1)Cl)N(C1=CC(=CC=C1)Cl)C1=C(C=CC=C1)C1=CC(=CC=C1)Cl 5-(tert-butyl)-N1,N3-bis(3'-chloro-[1,1'-biphenyl]-2-yl)-N1,N3-bis(3-chlorophenyl)benzene-1,3-diamine